COC1=CC=C(C=CC(=O)N[C@@H](CC2=CNC=N2)C(=O)O)C=C1 N-p-methoxycinnamoyl-histidine